C1(=CC=C(C=C1)C=1OC2=C(N1)C=CC=C2)C=2OC1=C(N2)C=CC=C1 p-phenylenebenzobisoxazole